1-(3-(7-(4H-1,2,4-triazol-4-yl)-3-(4-(trifluoromethyl)phenyl)-1H-pyrazolo[4,3-b]pyridin-1-yl)azetidin-1-yl)-2-fluoroprop-2-en-1-one N=1N=CN(C1)C1=C2C(=NC=C1)C(=NN2C2CN(C2)C(C(=C)F)=O)C2=CC=C(C=C2)C(F)(F)F